C(C)OC1=NC=CC=C1C1=NC=2CN(CC3(CCN(CC3)C(=O)C=3C(=NC(=CC3)OC)C(F)(F)F)C2C=C1)C1CNCC1 [2-(2-ethoxypyridin-3-yl)-7-pyrrolidin-3-ylspiro[6,8-dihydro-1,7-naphthyridine-5,4'-piperidine]-1'-yl]-[6-methoxy-2-(trifluoromethyl)pyridin-3-yl]methanone